FC1(C(N(C2=C(O1)C=C(C(=C2)C2=C(C(=C(C(=C2F)F)F)F)F)F)CC(=O)NCC(=O)OC)=O)F methyl (2-(2,2,7-trifluoro-3-oxo-6-(perfluorophenyl)-2,3-dihydro-4H-benzo[b][1,4]oxazin-4-yl)acetyl)glycinate